Methyl 4-([1,1'-biphenyl]-4-yl)-4-oxobutanoate C1(=CC=C(C=C1)C(CCC(=O)OC)=O)C1=CC=CC=C1